FC1=CC=C(C=C1)[C@H]1[C@@H](C1)NCCC[C@@H](C(=O)N1CCN(CC1)C)NC(C1=CC=C(C=C1)N1N=NC=C1)=O N-[(2S)-5-{[(1R,2S)-2-(4-fluorophenyl)cyclopropyl]amino}-1-(4-methylpiperazin-1-yl)-1-oxopentan-2-yl]4-(1H-1,2,3-triazol-1-yl)benzamide